C1(=CC=C(C=C1)C1=NN=NN1)C1=NN=NN1 5,5'-(1,4-phenylene)bis(1H-tetrazole)